OC1(CC(C1)NCC1=C(N=C2N(C1=O)C=CC=C2)C)C ((((1s,3s)-3-hydroxy-3-methylcyclobutyl)amino)methyl)-2-methyl-4H-pyrido[1,2-a]pyrimidin-4-one